propenyl-dimethylchlorosilane C(=CC)[Si](Cl)(C)C